tert-butyl (1S,4S,5S)-5-{4-[(3-methyl-4-{[1,2,4]triazolo[1,5-a]pyridin-7-yloxy}phenyl)amino]pyrrolo[2,1-f][1,2,4]triazin-5-yl}-2-azabicyclo[2.2.1]heptane-2-carboxylate CC=1C=C(C=CC1OC1=CC=2N(C=C1)N=CN2)NC2=NC=NN1C2=C(C=C1)[C@@H]1[C@H]2CN([C@@H](C1)C2)C(=O)OC(C)(C)C